(S)-1-((2',6-bis(difluoromethyl)-[2,4'-bipyridyl]-5-yl)oxy)-2,4-dimethylpentane FC(C1=NC=CC(=C1)C1=NC(=C(C=C1)OC[C@H](CC(C)C)C)C(F)F)F